aluminum molybdenum vanadium iron [Fe].[V].[Mo].[Al]